COC([C@@H](CC(C)C)C=1C(N(C=C(C1)Br)C)=O)=O (S)-2-(5-bromo-1-methyl-2-oxo-1,2-dihydropyridin-3-yl)-4-methylpentanoic acid methyl ester